OC1=CC=C(C=C1)[Na] p-hydroxyphenylsodium